dichloro-tetrafluoroethane ClC(C(F)(F)F)(F)Cl